C(C)(=O)N[C@@H](C)C1=CC=C(C=C1)NC1=NC=NC2=CC(=C(C=C12)OC(C)=O)OC (S)-4-[4-(1-acetamidoethyl)phenylamino]-7-methoxy-6-acetoxyquinazoline